C(C1=CC=CC=C1)OC1=C(C=CC=C1)C1CCN(CC1)[C@H]1CC2(CN(C2)C=2OC=NN2)CC1 (R)-2-(6-(4-(2-(benzyloxy)phenyl)piperidin-1-yl)-2-azaspiro[3.4]oct-2-yl)-1,3,4-oxadiazole